2-[[6-[[6-(3-amino-4,4-difluoro-5-methyl-1-piperidyl)-3-chloro-5-cyano-2-pyridyl]amino]-1-(oxetan-3-ylmethyl)-2-oxo-3-quinolyl]oxy]-N-methyl-acetamide NC1CN(CC(C1(F)F)C)C1=C(C=C(C(=N1)NC=1C=C2C=C(C(N(C2=CC1)CC1COC1)=O)OCC(=O)NC)Cl)C#N